ClC=1C(=C(C(=O)N)C(=CC1C(F)(F)F)OC1=C2C(CCC2=C(C(=C1)F)F)(F)F)F 3-chloro-2-fluoro-6-((3,3,6,7-tetrafluoro-2,3-dihydro-1H-inden-4-yl)oxy)-4-(trifluoromethyl)benzamide